7-((5-(4-hydroxyphenyl)-1H-pyrazol-3-yl)amino)-2H-benzo[b][1,4]oxazin OC1=CC=C(C=C1)C1=CC(=NN1)NC=1C=CC2=C(OCC=N2)C1